CN1CC2(CN(C2)C2=CC=C(C=C2)N2C=NC(=C2)NC=2N=CC(=NC2)C#N)C1 5-((1-(4-(6-Methyl-2,6-diazaspiro[3.3]heptan-2-yl)phenyl)-1H-imidazol-4-yl)amino)pyrazine-2-carbonitrile